C1(CCCCC1)C1(C(NC2=C(C(=CC=C12)C)F)=O)C1=CC=C(C=C1)B1OC(C(O1)(C)C)(C)C 3-cyclohexyl-7-fluoro-6-methyl-3-(4-(4,4,5,5-tetramethyl-1,3,2-dioxaborolan-2-yl)phenyl)indolin-2-one